S(=O)(=O)(O)O.CC(=C(C(=O)N)CCCN)C dimethyl-aminopropyl-acrylamide sulfate